(7-Chloro-4-fluoro-1H-benzo[d]imidazol-2-yl)(4-(difluoromethyl)-6,7-dihydrothiazolo[5,4-c]pyridin-5(4H)-yl)methanone ClC1=CC=C(C2=C1NC(=N2)C(=O)N2C(C1=C(CC2)N=CS1)C(F)F)F